CC(CCCCCCCCCC)CCCC(CCCCCCCCCCCCCC)C 11,15-Dimethylnonacosane